COC1=CC=C(C=C1)C(CCC(=O)O[C@H]1CC[C@@]2([C@H]3CC[C@@]4(C(CC[C@H]4[C@@H]3CC[C@H]2C1)=O)C)C)=O (3S,5S,8R,9S,10S,13S,14S)-10,13-Dimethyl-17-oxohexadecahydro-1H-cyclopenta[a]phenanthren-3-yl 4-(4-methoxyphenyl)-4-oxobutanoate